3-((5-(cyclopropylcarbamoyl)-3-(methylcarbamoyl)-2-oxopyridin-1(2H)-yl)methyl)benzoic acid C1(CC1)NC(=O)C=1C=C(C(N(C1)CC=1C=C(C(=O)O)C=CC1)=O)C(NC)=O